4-((4-methoxybenzyl)amino)-3-methylisoxazolo[4,5-c]quinoline-8-carboxylic acid COC1=CC=C(CNC2=NC=3C=CC(=CC3C3=C2C(=NO3)C)C(=O)O)C=C1